ClC=1C=C(NC2(CCC3(C(CC4=CC=CC=C34)CCCOC3=CC(N(C=C3)C)=O)CC2)C(=O)O)C=CC1 (1r,4r)-4-(3-chloroanilino)-2'-{3-[(1-methyl-2-oxo-1,2-dihydropyridin-4-yl)oxy]propyl}-2',3'-dihydrospiro[cyclohexane-1,1'-indene]-4-carboxylic acid